OC[C@H](C(C)(C)C)NC(OC(C)(C)C)=O tert-butyl (S)-(1-hydroxy-3,3-dimethylbutan-2-yl)carbamate